(2-(bis(3-chloro-4-fluorophenyl)methyl)-5-methyl-1-((2-(trimethylsilyl)ethoxy)methyl)-1H-imidazol-4-yl)methanol ClC=1C=C(C=CC1F)C(C=1N(C(=C(N1)CO)C)COCC[Si](C)(C)C)C1=CC(=C(C=C1)F)Cl